2-[1-[2-(4,4-dimethyl-1-piperidinyl)-6-methyl-4-oxo-chromen-8-yl]ethylamino]benzoic acid CC1(CCN(CC1)C=1OC2=C(C=C(C=C2C(C1)=O)C)C(C)NC1=C(C(=O)O)C=CC=C1)C